Ethyl 2-(4-(((5-(3-fluoro-4-(trifluoromethyl)phenyl)-1,3,4-thiadiazol-2-yl)methyl)thio)-2-methylphenoxy)propanoate FC=1C=C(C=CC1C(F)(F)F)C1=NN=C(S1)CSC1=CC(=C(OC(C(=O)OCC)C)C=C1)C